C(=O)O.CN(CCCOC1=CC=C(C=N1)C1=CN(C2=C1N=CNC2=O)C2=CC=CC=C2)C 7-[6-(3-dimethylamino-propoxy)-pyridin-3-yl]-5-phenyl-3,5-dihydro-pyrrolo[3,2-d]pyrimidin-4-one formic acid salt